N-(4-((3-chloro-5-(trifluoromethyl)pyridin-2-yl)amino)-3-(1-methyl-1H-pyrazol-3-yl)phenyl)Acrylamide ClC=1C(=NC=C(C1)C(F)(F)F)NC1=C(C=C(C=C1)NC(C=C)=O)C1=NN(C=C1)C